1'-(tert-butoxycarbonyl)-2H-spiro[furo[2,3-b]pyridine-3,4'-piperidine]-6-carboxylic acid C(C)(C)(C)OC(=O)N1CCC2(CC1)COC1=NC(=CC=C12)C(=O)O